OC1=C(C=O)C(=CC=C1)OC[C@H]1N(CCCC1)C(C1=C(N=CC=C1)CCOC)=O (S)-2-hydroxy-6-((1-(2-(2-methoxyethyl)nicotinoyl)-piperidin-2-yl)methoxy)-benzaldehyde